N,N-di-n-propyl-aminomethyl-triethoxysilane C(CC)N(CCC)C[Si](OCC)(OCC)OCC